(2S,4R)-1-((S)-2-(3-ethoxy-N-methylbenzamido)propionyl)-4-hydroxy-N-(4-(4-methylthiazol-5-yl)benzyl)pyrrolidine-2-carboxamide C(C)OC=1C=C(C(=O)N(C)[C@H](C(=O)N2[C@@H](C[C@H](C2)O)C(=O)NCC2=CC=C(C=C2)C2=C(N=CS2)C)C)C=CC1